2-((2S,4S)-2-((((trans)-4-carbamoylcyclohexyl)amino)methyl)-5-chloro-2-phenyl-2,3-di-hydrobenzofuran-4-yl)-3-fluorobenzamide C(N)(=O)[C@@H]1CC[C@H](CC1)NC[C@@]1(OC2=C(C1)C(=C(C=C2)Cl)C2=C(C(=O)N)C=CC=C2F)C2=CC=CC=C2